C(C)(C)(C)OC(=O)N(C(OC(C)(C)C)=O)C=1SC(=CN1)Br Tert-butyl (tert-butoxycarbonyl)-(5-bromothiazol-2-yl)carbamate